acetylornithine L-glutamate N[C@@H](CCC(=O)O)C(=O)O.C(C)(=O)N[C@@H](CCCN)C(=O)O